C1(=CC=CC=C1)C1=NC=C(C=N1)S(=O)(=O)C1=CN=C(S1)CNC(OC(C)(C)C)=O tert-butyl ((5-((2-phenylpyrimidin-5-yl)sulfonyl)thiazol-2-yl)methyl)carbamate